COC1=NC=C(C2=C1N=C(S2)NC(C2=CC=C(C=C2)C2=NN=NN2)=O)C2=CC=CC=C2 N-{4-Methoxy-7-phenyl-[1,3]thiazolo[4,5-c]pyridin-2-yl}-4-(1H-1,2,3,4-tetrazol-5-yl)benzamid